1-Benzyl-4-bromo-5-methyl-1,2,3,6-tetrahydropyridine C(C1=CC=CC=C1)N1CCC(=C(C1)C)Br